C(=C)(C)C1CC=C(CC1)C(=O)O 4-isopropenylcyclohex-1-enecarboxylic acid